ClC=1C=C(C=CC1F)NC1=NC=NC2=CC(=C(C=C12)OCCCN1CCOCC1)OCCCN1CCOCC1 4-(3-chloro-4-fluorophenylamino)-6,7-bis[3-(4-morpholinyl)propoxy]quinazoline